5-{4-[4-(4-{[2-(2,6-dioxopiperidin-3-yl)-1-oxo-2,3-dihydro-1H-isoindol-5-yl]oxy}butyl)piperazin-1-yl]phenyl}-1H-pyrrolo[2,3-b]pyridine O=C1NC(CCC1N1C(C2=CC=C(C=C2C1)OCCCCN1CCN(CC1)C1=CC=C(C=C1)C=1C=C2C(=NC1)NC=C2)=O)=O